(L)-(-)-alpha-phenylethylamine C1(=CC=CC=C1)C(C)N